C(C)(C)(C)OC(=O)N[C@H]1[C@H]([C@@H]2C=C[C@H]1C2)C(=O)OCC2=CC=CC=C2 Benzyl (1S,2S,3R,4R)-3-((tert-butoxycarbonyl)amino)bicyclo[2.2.1]hept-5-ene-2-carboxylate